ethyl 7-benzyloxy-5-[1-[tert-butyl (dimethyl) silyl] oxyethyl]-6,7-dihydro-5H-pyrrolo[1,2-b][1,2,4]triazole-2-carboxylate C(C1=CC=CC=C1)OC1CC(N2N=C(N=C21)C(=O)OCC)C(C)O[Si](C)(C)C(C)(C)C